CN[C@@H](C(C)C)C(=O)OC(C)(C)C.C1(CC2C(CC1)O2)CC[Si](O[Si](CCC2CC1C(CC2)O1)(C)C)(C)C 1,3-bis[2-(3,4-epoxycyclohexyl) ethyl] tetramethyl disiloxane tert-butyl methyl-L-valinate